C(N)(OC1=C(N=NN1C)C=1C=CC2=C(OC(C(N2)=O)C)N1)=O 1-methyl-4-(3-methyl-2-oxo-2,3-dihydro-1H-pyrido[2,3-b][1,4]Oxazin-6-yl)-1H-1,2,3-triazol-5-yl carbamate